N1C=C(CC(=C1)C(=O)[O-])C(=O)[O-] 1,4-dihydro-pyridine-3,5-dicarboxylate